Cl.N[C@]1(C(NC(CC1)=O)=O)C (R)-3-amino-3-methylpiperidine-2,6-dione hydrochloride